C1(=CC=CC=C1)C=CC(=O)O 3-(phenyl)-acrylic acid